2-methylcyclohexane-1,4-diol CC1C(CCC(C1)O)O